(S)-2-((6-(Benzo[d][1,3]dioxolan-5-ylmethoxy)-3',6'-dihydro-[2,4'-bipyridine]-1'(2'H)-yl)methyl)-1-(oxetan-2-ylmethyl)-1H-benzo[d]imidazole-6-carboxylic acid methyl ester COC(=O)C=1C=CC2=C(N(C(=N2)CN2CCC(=CC2)C2=NC(=CC=C2)OCC2=CC3=C(OCO3)C=C2)C[C@H]2OCC2)C1